3-(3-(4-(((tert-butyldimethylsilyl)oxy)methyl)phenyl)-5-(cyclopent-1-en-1-yl)-3H-imidazolo[4,5-b]pyridin-2-yl)pyridin-2-amine [Si](C)(C)(C(C)(C)C)OCC1=CC=C(C=C1)N1C(=NC=2C1=NC(=CC2)C2=CCCC2)C=2C(=NC=CC2)N